N-(32-(9Z,12Z-octadecadienoyloxy)-dotriacontanoyl)-4R-hydroxysphinganine C(C=CC=CCCCCCCCCCCCCC)(=O)OCCCCCCCCCCCCCCCCCCCCCCCCCCCCCCCC(=O)N[C@H](CO)[C@H](O)C(CCCCCCCCCCCCCC)O